C(CC)OC(=O)C1=C(N=C(S1)C(=O)N1C[C@H](CC1)NC(C1=CC(=CC=C1)C=1N=NN(N1)C)=O)C 4-methyl-2-[(3S)-3-[[3-(2-methyltetrazol-5-yl)benzoyl]amino]pyrrolidine-1-carbonyl]thiazole-5-carboxylic acid propyl ester